1-(4-methylsulfonyl-phenyl)-butane CS(=O)(=O)C1=CC=C(C=C1)CCCC